NC=1C(=C(C=C2C=C(N=CC12)NC(=O)[C@H]1[C@@H]([C@@H]1C)C=1C=NN(C1)CCO)C=1C=NC=CC1C)F (1R,2R,3S)-N-(8-amino-7-fluoro-6-(4-methylpyridin-3-yl)isoquinolin-3-yl)-2-(1-(2-hydroxyethyl)-1H-pyrazol-4-yl)-3-methylcyclopropanecarboxamide